3-(5-(6-(((2-chlorobenzyl)amino)methyl)imidazo[1,2-a]pyridin-8-yl)-1-oxoisoindolin-2-yl)piperidine-2,6-dione ClC1=C(CNCC=2C=C(C=3N(C2)C=CN3)C=3C=C2CN(C(C2=CC3)=O)C3C(NC(CC3)=O)=O)C=CC=C1